(E)-3-(2-(4-(((4-chloro-2-fluorophenyl)methyl)sulfonamido)piperidin-1-yl)phenyl)-N-hydroxyacrylamide ClC1=CC(=C(C=C1)CS(=O)(=O)NC1CCN(CC1)C1=C(C=CC=C1)/C=C/C(=O)NO)F